ClC(=C(OC(F)(F)F)Cl)F 1,2-dichloro-1-fluoro-2-trifluoromethoxyethene